C(C)C(CC)C1=NC=2N(C(=C1)N[C@@H]1C[C@H](CC1)NCC(=O)O)N=CC2 2-[[(1S,3S)-3-[[5-(1-ethylpropyl)pyrazolo[1,5-a]pyrimidin-7-yl]amino]cyclopentyl]amino]acetic acid